C1(CCC(N1[K])=O)=O succinimidyl-potassium